3,2'-dihydroxyflavone OC1=C(OC2=CC=CC=C2C1=O)C1=C(C=CC=C1)O